11-(1-(t-butoxycarbonyl)pyrrolidin-3-yl)undec-10-enoic acid C(C)(C)(C)OC(=O)N1CC(CC1)C=CCCCCCCCCC(=O)O